(5-bromo-2-methylpyridin-3-yl)propionitrile BrC=1C=C(C(=NC1)C)C(C#N)C